3-oxo-1-oxo-8-azaspiro[4.5]decane-8-carboxylic acid tert-butyl ester C(C)(C)(C)OC(=O)N1CCC2(CC(CC2=O)=O)CC1